4-bromobenzoylhydrazine BrC1=CC=C(C(=O)NN)C=C1